7-chloro-8-[(3R,5S)-5-methylpyrrolidin-3-yl]oxy-imidazo[1,2-a]pyridine ClC1=C(C=2N(C=C1)C=CN2)O[C@H]2CN[C@H](C2)C